OC(CNC(C1=CC(=CC=C1)F)=O)CO N-(2,3-dihydroxypropyl)-3-fluorobenzamide